(Racemic)-trans-3-Bromo-2-(5-fluoropyridin-2-yl)-6,7-dimethyl-6,7-dihydro-4H-pyrazolo[5,1-c][1,4]oxazine BrC=1C(=NN2C1CO[C@H]([C@@H]2C)C)C2=NC=C(C=C2)F |r|